2-[(2,6-difluoro-4-pyridyl)-(tetrahydrofuran-3-carbonyl)amino]-N-(2,2-dimethylcyclobutyl)-5-methyl-thiazole-4-carboxamide FC1=NC(=CC(=C1)N(C=1SC(=C(N1)C(=O)NC1C(CC1)(C)C)C)C(=O)C1COCC1)F